CC1=C(C(CCC1)(C)C)CC=CC 1-(2,6,6-trimethyl-1-cyclohexenyl)but-2-en